C(#N)NC(C(C1=CC=C(C=C1)C(F)(F)F)N1[C@@H](CN([C@H](C1)C)C=1C2=C(N(C(N1)=O)C)C=CC(=N2)C#N)CC)=O N-cyano-2-((2R,5S)-4-(6-cyano-1-methyl-2-oxo-1,2-dihydropyrido[3,2-d]pyrimidin-4-yl)-2-ethyl-5-methylpiperazin-1-yl)-2-(4-(trifluoromethyl)phenyl)acetamide